3-fluoro-5-isopropylphenyl-boronic acid FC=1C=C(C=C(C1)C(C)C)B(O)O